1-(4-(3-(4-chloro-2-fluorophenyl)-1,2,4-oxadiazol-5-yl)piperidin-1-yl)-2-(1-methyl-1H-1,2,4-triazol-5-yl)ethan-1-one ClC1=CC(=C(C=C1)C1=NOC(=N1)C1CCN(CC1)C(CC1=NC=NN1C)=O)F